NC1=NC=CC2=C1C(=NN2C2CCN(CC2)C(C(C)C)=O)C2=CC=C(C=C2)NC(=O)C=2C(N(C(N(C2)C(C)C)=O)C2=NC=CC=C2)=O N-(4-{4-amino-1-[1-(2-methylpropanoyl)piperidin-4-yl]-1H-pyrazolo[4,3-c]pyridin-3-yl}phenyl)-2,4-dioxo-1-(prop-2-yl)-3-(pyridin-2-yl)-1,2,3,4-tetrahydropyrimidine-5-carboxamide